2-(3-phenoxylphenyl)propanoic acid O(C1=CC=CC=C1)C=1C=C(C=CC1)C(C(=O)O)C